((3aR,6aS)-5-(5-chloro-2-((1-methyl-1H-pyrazol-4-yl)amino)pyrimidin-4-yl)-3a,6a-dimethylhexahydropyrrolo[3,4-c]pyrrol-2(1H)-yl)-3-oxopropanenitrile ClC=1C(=NC(=NC1)NC=1C=NN(C1)C)N1C[C@]2([C@@](C1)(CN(C2)C(C#N)C=O)C)C